NC1=C(C=C(C(=N1)F)C1=CC(=C(C=C1)N1CCN(CC1)C(=O)OC(C)(C)C)C(F)(F)F)C=1C=C2CCNC(C2=CC1)=O tert-butyl 4-(4-(6-amino-2-fluoro-5-(1-oxo-1,2,3,4-tetrahydroisoquinolin-6-yl)pyridin-3-yl)-2-(trifluoromethyl)phenyl)piperazine-1-carboxylate